N-((1s,3s)-3-((6-fluoro-4-methoxy-5-(quinolin-6-yl)pyrrolo[2,1-f][1,2,4]triazin-2-yl)amino)-1-methylcyclobutyl)acetamide FC=1C(=C2C(=NC(=NN2C1)NC1CC(C1)(C)NC(C)=O)OC)C=1C=C2C=CC=NC2=CC1